BrC1=CC(=C2CN(C(C2=C1)=O)C1=CC(=CC(=C1)C1(CC(C1)C)C1=NN=CN1C)F)C(F)(F)F 6-bromo-2-(3-fluoro-5-(3-methyl-1-(4-methyl-4H-1,2,4-triazol-3-yl)cyclobutyl)phenyl)-4-(trifluoromethyl)isoindol-1-one